CC1(OB(OC1(C)C)C=1C=C(C=CC1)N1CCCC1)C 1-(3-(4,4,5,5-tetramethyl-1,3,2-dioxaborolan-2-yl)phenyl)pyrrolidine